Methyl 1-((1s,4s)-4-((tert-butoxycarbonyl)amino)cyclohexane-1-carboxamido)cyclopropane-1-carboxylate C(C)(C)(C)OC(=O)NC1CCC(CC1)C(=O)NC1(CC1)C(=O)OC